CC=1C(=C(C)C(=C(C1)C)N)N 3,5-dimethyl-2,6-diaminotoluene